C(C)(C)(C)OC(=O)N1CCN(CC1)C=1SC(=NN1)C=1C=NC(=CC1NC1CCC1)Cl 4-{5-[6-chloro-4-(cyclobutylamino)pyridin-3-yl]-1,3,4-thiadiazol-2-yl}piperazine-1-carboxylic acid tert-butyl ester